FC=1C=C(C=C(C1C)NC(=O)C1=CN=C2N1C=C(C=C2)N2CCOCC2)C2=NOC(=N2)C2CN(C2)C(=O)OC methyl 3-(3-(3-fluoro-4-methyl-5-(6-morpholinoimidazo[1,2-a]pyridine-3-carboxamido)phenyl)-1,2,4-oxadiazol-5-yl)azetidine-1-carboxylate